5-Fluoro-3-(3-{4-[(2R)-2-(methanesulfonylmethyl)azetidine-1-carbonyl]phenyl}-1,2-oxazol-5-yl)-6-(2-methoxyethoxy)-1H-indazole FC=1C=C2C(=NNC2=CC1OCCOC)C1=CC(=NO1)C1=CC=C(C=C1)C(=O)N1[C@H](CC1)CS(=O)(=O)C